N-[1-(4-fluorophenyl)-3-hydroxypropyl]-2-methyl-5-[(pyridin-2-yl)methoxy]pyrazolo[1,5-a]pyridine-3-carboxamide FC1=CC=C(C=C1)C(CCO)NC(=O)C=1C(=NN2C1C=C(C=C2)OCC2=NC=CC=C2)C